NC=1SC2=C(N1)C(=CC(=C2OC)S(=O)(=O)O)S(=O)(=O)O 2-amino-7-methoxy-4,6-disulfobenzothiazole